4-{6-chloro-7-cyclopropoxy-pyrido[3,2-d]pyrimidin-4-yl}-3-(2-fluorophenyl)-1-methyl-1H-pyrazole ClC=1C(=CC=2N=CN=C(C2N1)C=1C(=NN(C1)C)C1=C(C=CC=C1)F)OC1CC1